OC1=C(C=O)C=CC(=C1O)O 2,3,4-Trihydroxybenzaldehyd